2,5-diamino-4-methylphenol NC1=C(C=C(C(=C1)C)N)O